C[C@@H]([C@H]1CC[C@@H]2[C@@]1(CC[C@H]3[C@H]2CC(=O)[C@@H]4[C@@]3(C[C@H]([C@H](C4)O)O)C)C)[C@H]([C@@H]([C@@H](C)C(C)C)O)O The molecule is a brassinosteroid, a 2alpha-hydroxy steroid, a 3alpha-hydroxy steroid, a 22-hydroxy steroid, a 23-hydroxy steroid and a 6-oxo steroid. It has a role as a plant growth stimulator.